3-amino-3-phenylpropanoic acid NC(CC(=O)O)C1=CC=CC=C1